(2-bromophenyl)-N-methyl-[1,2,4]triazolo[4,3-a]quinazolin-5-amine BrC1=C(C=CC=C1)C1=NN=C2N1C1=CC=CC=C1C(=N2)NC